(S)-N-(7-(2-(1-amino-2-(3,5-difluorophenyl)ethyl)-7-(2-fluorophenyl)-4-oxopyrido[2,3-d]pyrimidin-3(4H)-yl)-4-chloro-1-(2,2-difluoroethyl)-1H-indazol-3-yl)methanesulfonamide N[C@@H](CC1=CC(=CC(=C1)F)F)C=1N(C(C2=C(N1)N=C(C=C2)C2=C(C=CC=C2)F)=O)C=2C=CC(=C1C(=NN(C21)CC(F)F)NS(=O)(=O)C)Cl